4,7-dihydro-5H-thieno[2,3-c]pyran-3-carboxylic acid (2-chloro-phenyl)-amide ClC1=C(C=CC=C1)NC(=O)C1=CSC=2COCCC21